CC(C)(C)S(=O)N[C@@H]1C2=CC=CC=C2CC12CCNCC2 2-methyl-N-[(1S)-spiro[1,3-dihydroindene-2,4'-piperidine]-1-yl]propane-2-sulfinamide